COC=1C=C2CCN(CC2=CC1NC1=NC=C(C(=N1)NC1=C(C=CC=C1)CNC)C(=O)N)C 2-[(6-methoxy-2-methyl-1,2,3,4-tetrahydroisoquinolin-7-yl)amino]-4-({2-[(methylamino)methyl]-phenyl}amino)pyrimidine-5-carboxamide